1,4-dimethyl-2-(3-chloro-2-fluorophenyl)-1H-imidazole CN1C(=NC(=C1)C)C1=C(C(=CC=C1)Cl)F